3-(4-((4-(2-(6-azaspiro[2.5]octan-6-yl)ethyl)benzyl)thio)-1-oxoisoindolin-2-yl)piperidine-2,6-dione C1CC12CCN(CC2)CCC2=CC=C(CSC1=C3CN(C(C3=CC=C1)=O)C1C(NC(CC1)=O)=O)C=C2